5-(2-chloro-5-(isobutyrylaminomethyl)benzoylamino)-N-(3-chlorophenyl)-1-(methoxymethyl)-1H-indole-2-carboxamide ClC1=C(C(=O)NC=2C=C3C=C(N(C3=CC2)COC)C(=O)NC2=CC(=CC=C2)Cl)C=C(C=C1)CNC(C(C)C)=O